NC1=C(SC2=NC(=CC=C21)C)C(=O)N[C@@H]2CC=1C=CC(=NC1CC2)N2C[C@H](NCC2)C(F)F 3-amino-N-[(6S)-2-[(3S)-3-(difluoromethyl)piperazin-1-yl]-5,6,7,8-tetrahydroquinolin-6-yl]-6-methylthieno[2,3-b]pyridine-2-carboxamide